((R)-4-(2-((cyclopropylmethyl)amino)oxazolo[4,5-c]pyridin-7-yl)morpholin-2-yl)((S)-6,8-dichloro-1-methyl-3,4-dihydroisoquinolin-2(1H)-yl)methanone C1(CC1)CNC=1OC2=C(C=NC=C2N2C[C@@H](OCC2)C(=O)N2[C@H](C3=C(C=C(C=C3CC2)Cl)Cl)C)N1